3-n-butanol CCC(C)O